C1(=C(C=CC=C1)C(=C)CC(=O)N)C (1-(o-tolyl)vinyl)acetamide